O1CCN(CC1)CC1=CC=C(O1)C(=O)NC=1C=C(C=C(C1)C(F)(F)F)NC(NC1=C[N+](=NO1)CC1=NC=CC=C1)=O 5-(3-(3-(5-(Morpholinomethyl)furan-2-carboxamido)-5-(trifluoromethyl)phenyl)ureido)-3-(pyridin-2-ylmethyl)-1,2,3-oxadiazol-3-ium